4-hydroxy-cyclohexan-1-one OC1CCC(CC1)=O